C(C)(C)(C)OC(=O)C=1N(C2=C(C=CC=C2C1CCCOC1=CC=CC2=CC=CC=C12)C=1C(=NNC1C)C)CCN1CCOCC1.C(C)(C)(C)OCCCCCC[Si](C)(Cl)Cl (6-t-butoxyhexyl)dichloro(methyl)silane tert-butyl-7-(3,5-dimethyl-1H-pyrazol-4-yl)-1-(2-morpholinoethyl)-3-(3-(naphthalen-1-yloxy)propyl)-1H-indole-2-carboxylate